N-(tert-butyl)-5-ethynyl-furan-2-sulfonamide C(C)(C)(C)NS(=O)(=O)C=1OC(=CC1)C#C